FC=1C=C2CCN(C2=CC1)C=1C2=C(N=CN1)C=C(N2)C(=O)N 4-(5-fluoroindolin-1-yl)-5H-pyrrolo[3,2-d]Pyrimidine-6-carboxamide